(1,1-Dioxidothiomorpholino)(6-(((3-(5-(hydroxymethyl)isoxazol-3-yl)-[1,2,4]triazolo[3,4-a]phthalazin-6-yl)oxy)methyl)pyridin-3-yl)methanon O=S1(CCN(CC1)C(=O)C=1C=NC(=CC1)COC1=NN2C(C3=CC=CC=C13)=NN=C2C2=NOC(=C2)CO)=O